CC1=NC(=CC=C1)C 2,6-diMethylpyridine